C(=S)N.[Ru+2] ruthenium(II) thiocarboxamide